CC=1C=C(C=NC1C)N1CCC(CC1)CCN1N=C(C=2CCCCC12)C(=O)N1CCC(CC1)NC(C)=O N-[1-[1-[2-[1-(5,6-dimethyl-3-pyridyl)-4-piperidyl]ethyl]-4,5,6,7-tetrahydroindazole-3-carbonyl]-4-piperidyl]acetamide